[Si](C1=CC=CC=C1)(C1=CC=CC=C1)(C(C)(C)C)OC[C@@H]1CC[C@]2(CCCN12)COC=1N=C(C2=C(N1)C(=C(N=C2)Cl)F)N2C[C@@](CCC2)(O)C (R)-1-(2-(((3S,7aR)-3-(((tert-butyldiphenylsilyl)oxy)methyl)hexahydro-1H-pyrrolizin-7a-yl)methoxy)-7-chloro-8-fluoropyrido[4,3-d]pyrimidin-4-yl)-3-methylpiperidin-3-ol